ClC1=C(C=CC=C1)SC(CC1=CC=CC=C1)C(CC)=O 2-((2-chlorophenyl)thio)-1-phenyl-3-pentanone